COC1=CC=C(C=C1)C1C(CN(CC1)C(=O)OC(C)(C)C)C(=O)OCC 1-tert-Butyl 3-Ethyl 4-(4-Methoxyphenyl)piperidine-1,3-dicarboxylate